CC1=NOC(=C1COC1=CC2=C(OC[C@@H](C(N2C)=O)NC(=O)N2N=CC(=C2)CC2=CC(=CC=C2)F)C=C1)C (S)-N-(7-((3,5-dimethylisoxazol-4-yl)methoxy)-5-methyl-4-oxo-2,3,4,5-tetrahydrobenzo[b][1,4]oxazepin-3-yl)-4-(3-fluorobenzyl)-1H-pyrazole-1-carboxamide